[K+].[K+].S(=O)(=O)(O)C(C(=O)OCCCCCCCCCCCC)CC(=O)[O-].C(CCCCCCCCCCC)OC(C(CC(=O)[O-])S(=O)(=O)O)=O lauryl sulfosuccinate dipotassium salt